SUCCINYLCHOLINE C[N+](C)(C)CCOC(=O)CCC(=O)OCC[N+](C)(C)C